C(#N)C1=C(C=CC=C1)CN(CC(=O)N(C1=C(C=C(C(=O)O)C=C1)OC(C)C)CC1=CC(=CC(=C1)C1CC1)C1CC1)S(=O)(=O)C1=C(C(=C(C(=C1)F)F)F)F 4-[[2-[(2-cyanophenyl)methyl-(2,3,4,5-tetrafluorophenyl)sulfonyl-amino]acetyl]-[(3,5-dicyclopropylphenyl)methyl]amino]-3-isopropoxy-benzoic acid